ClCC1=CC=C(C=C1)N1C(N(C=C1C(F)(F)F)C)(C1=CC=C(C=C1)CCl)C1=CC=C(C=C1)CCl tris(4-(chloromethyl)phenyl)-1-methyl-4-(trifluoromethyl)-1H-imidazole